(dinonylphenyl) carbamate C(N)(OC1=C(C(=CC=C1)CCCCCCCCC)CCCCCCCCC)=O